C(C1=CC=CC=C1)=CC1(C(C2=CC=CC=C2C1(OC)OC)=O)C BENZYLIDENEDIMETHOXYDIMETHYLINDANONE